((2-(2,6-dioxopiperidin-3-yl)-1-oxoisoindolin-5-yl)methyl)-2-(o-tolyl)quinoline-4-carboxamide O=C1NC(CCC1N1C(C2=CC=C(C=C2C1)CC=1C(=NC2=CC=CC=C2C1C(=O)N)C1=C(C=CC=C1)C)=O)=O